(2S,4S)-1-tert-butoxycarbonyl-4-[[4-[7-fluoro-3-[2-methoxy-3-(methylamino)propyl]benzimidazol-4-yl]pyrimidin-2-yl]amino]pyrrolidine-2-carboxylic acid C(C)(C)(C)OC(=O)N1[C@@H](C[C@@H](C1)NC1=NC=CC(=N1)C1=CC=C(C=2N=CN(C21)CC(CNC)OC)F)C(=O)O